PYRAZOLCARBOXAMIDE N1N=C(C=C1)C(=O)N